5-chloro-8-((2-fluoro-3-methylphenyl)sulfonyl)-3-hydroxyquinazoline-2,4(1H,3H)-dione ClC1=C2C(N(C(NC2=C(C=C1)S(=O)(=O)C1=C(C(=CC=C1)C)F)=O)O)=O